(S)-6-(2-amino-3-fluoropropyl)-2-(1-(cyclopropylmethyl)-5-fluoro-7-methoxy-1H-indol-2-yl)-1-methyl-1,6,7,8-tetrahydro-5H-imidazo[4,5-g]isoquinolin-5-one N[C@@H](CN1C(C=2C=C3C(=CC2CC1)N(C(=N3)C=3N(C1=C(C=C(C=C1C3)F)OC)CC3CC3)C)=O)CF